1,3-dibromopentane BrCCC(CC)Br